C(C)(C)(C)OC(C(CC1=CC=CC=C1)N1OCN(OC1)C1=C(C=CC(=C1)C)N1N=NC(=C1)Cl)=O 2-(4-(2-(4-Chloro-1H-1,2,3-triazol-1-yl)-5-methylphenyl)-2,5-dioxapiperazin-1-yl)-3-phenylpropionic acid tert-butyl ester